C(C1=CC=CC=C1)OC1=NC(=CC=C1C=1C=NC(=C(C1)C)N1CCC(CC1)C(=O)OC(C)(C)C)OCC1=CC=CC=C1 tert-butyl 1-[2',6'-bis(benzyloxy)-5-methyl-[3,3'-bipyridin]-6-yl]piperidine-4-carboxylate